C(C=C)(=O)O.C1(=CC=CC=C1)C1=C(C=CC=C1)OC1=C(C=CC=C1)C1=CC=CC=C1 o-phenylphenyl ether acrylate